C(C)(=O)OCCC(CCC=C(C)C)C 3,7-dimethyloct-6-enyl acetate